(1s,4s)-4-(1-(2,6-dioxopiperidin-3-yl)-2-oxo-1,2-dihydrobenzo[cd]indol-6-yl)cyclohexane-1-carboxylic acid O=C1NC(CCC1N1C(C2=C3C(C(=CC=C13)C1CCC(CC1)C(=O)O)=CC=C2)=O)=O